3-(4-methoxyphenyl)-4-nitro-butan-1-one COC1=CC=C(C=C1)C(CC=O)C[N+](=O)[O-]